ClC1=CC=C(C=C1)C1=NC(=NC(=C1)N1CCN(CC1)S(=O)(=O)C)C=1C=NC=CC1 (4-chlorophenyl)-6-(4-(methylsulfonyl)piperazin-1-yl)-2-(pyridin-3-yl)pyrimidine